1-(2-methyl-5-(2-oxo-2-(piperazin-1-yl)ethoxy)phenyl)dihydropyrimidine-2,4(1H,3H)-dione trifluoroacetate FC(C(=O)O)(F)F.CC1=C(C=C(C=C1)OCC(N1CCNCC1)=O)N1C(NC(CC1)=O)=O